N-[3-[(2R)-1-(4-methyl-4H-1,2,4-triazol-3-yl)propan-2-yl]phenyl]-4-[2-oxa-6-azaspiro[3.4]octane-6-carbonyl]pyridine-2-carboxamide CN1C(=NN=C1)C[C@@H](C)C=1C=C(C=CC1)NC(=O)C1=NC=CC(=C1)C(=O)N1CC2(COC2)CC1